2-((4-((2-amino-4-(1-hydroxyhexan-3-ylamino)-6-methylpyrimidin-5-yl)methyl)-3-methoxybenzyl)(2,2-difluoroethyl)amino)acetic acid NC1=NC(=C(C(=N1)NC(CCO)CCC)CC1=C(C=C(CN(CC(=O)O)CC(F)F)C=C1)OC)C